barium-cobalt-cerium [Ce].[Co].[Ba]